(S,E)-6-(4-(dimethylamino)-4-methylpent-2-enoyl)-4-(2-(1-ethyl-3-(trifluoromethyl)-1H-pyrazol-4-yl)phenyl)-4,5,6,7-tetrahydrothieno[2,3-c]pyridine-2-carbonitrile CN(C(/C=C/C(=O)N1CC2=C([C@@H](C1)C1=C(C=CC=C1)C=1C(=NN(C1)CC)C(F)(F)F)C=C(S2)C#N)(C)C)C